3-[3-[2-[1-(4-nitrophenyl)-4-piperidyl]-2,8-diazaspiro[4.5]decan-8-yl]-5-oxo-7H-pyrrolo[3,4-b]pyridin-6-yl]piperidine-2,6-dione [N+](=O)([O-])C1=CC=C(C=C1)N1CCC(CC1)N1CC2(CC1)CCN(CC2)C=2C=C1C(=NC2)CN(C1=O)C1C(NC(CC1)=O)=O